8-methoxy-2-methyl-6-(3-Methylpyrrolidin-3-yl)pyrido[4,3-d]pyrimidin-7(6H)-one COC=1C(N(C=C2C1N=C(N=C2)C)C2(CNCC2)C)=O